(R)-N-(1-(4-cyano-3,5-difluorophenyl)ethyl)-2-methylpropan-2-sulfinamide C(#N)C1=C(C=C(C=C1F)C(C)N[S@](=O)C(C)(C)C)F